1-((tert-butyldimethylsilyl)oxy)decan-4-yl (3-(diethylamino)propyl) carbonate C(OC(CCCO[Si](C)(C)C(C)(C)C)CCCCCC)(OCCCN(CC)CC)=O